CC1(OCC2=C1N=C(N=C2)C(=O)OC)C methyl 7,7-dimethyl-5H-furo[3,4-d]pyrimidine-2-carboxylate